2-(1-((2-(3,5-dichlorophenyl)-6-((2-(4-(2-methoxyethyl)piperazin-1-yl)pyrimidin-5-yl)oxy)pyridin-4-yl)methyl)piperidin-4-yl)acetic acid ClC=1C=C(C=C(C1)Cl)C1=NC(=CC(=C1)CN1CCC(CC1)CC(=O)O)OC=1C=NC(=NC1)N1CCN(CC1)CCOC